BrC1=NC(=CC=C1)[C@@H](C)OC (R)-2-bromo-6-(1-methoxyethyl)pyridine